CC1(OB(OC1(C)C)C=1CCO[C@H](C1)C)C 4,4,5,5-tetramethyl-2-[(6S)-6-methyl-3,6-dihydro-2H-pyran-4-yl]-1,3,2-dioxaborolane